Ethyl 4-(2-(4-fluorophenyl)-1H-pyrrolo[2,3-b]pyridin-5-yl)thiazole-2-carboxylate FC1=CC=C(C=C1)C1=CC=2C(=NC=C(C2)C=2N=C(SC2)C(=O)OCC)N1